CC1=CC=C(C=C1)S(=O)(=O)O.C(CCC)C=1OC2=C(N1)C=CC(=C2)OC\C(\CN)=C/F (Z)-2-(((2-butyl-benzo[d]oxazol-6-yl)oxy)methyl)-3-fluoroprop-2-en-1-amine 4-methyl-benzenesulfonate